11-benzyl-7-[(2-methylphenyl)methyl]-2,5,7,11-tetrazatricyclo[7.4.0.02,6]trideca-1(9),5-dien-8-one C(C1=CC=CC=C1)N1CC=2C(N(C3=NCCN3C2CC1)CC1=C(C=CC=C1)C)=O